(R)-3-(1-((7-methoxy-2-methyl-6-(4-(1-methylpiperidin-4-yl)piperazin-1-yl)quinazolin-4-yl)amino)ethyl)-2-methylbenzonitrile COC1=C(C=C2C(=NC(=NC2=C1)C)N[C@H](C)C=1C(=C(C#N)C=CC1)C)N1CCN(CC1)C1CCN(CC1)C